6-[4-(trifluoromethyl)phenyl]Pyridine FC(C1=CC=C(C=C1)C1=CC=CC=N1)(F)F